(1S,2R)-1-((3aR,4R,7aR)-6-(methoxycarbonyl)-2-methyl-3a,7a-dihydro-4H-pyrano[3,4-d]oxazol-4-yl)propane-1,2,3-triyl triacetate C(C)(=O)O[C@H]([C@@H](COC(C)=O)OC(C)=O)[C@@H]1OC(=C[C@@H]2[C@H]1N=C(O2)C)C(=O)OC